[Cl-].C(C)[NH+]1CN(CC1)C 1-Ethyl-3-methylimidazolinium chlorid